FC(C1=NC(=NO1)C=1C=CC(=NC1)CNC=1C(=NC=CC1)C(=O)N)(F)F 3-[({5-[5-(trifluoromethyl)-1,2,4-oxadiazol-3-yl]pyridin-2-yl}methyl)amino]pyridine-2-carboxamide